C(=O)SC1=NNC(N1)=O S-(5-oxo-4,5-dihydro-1H-1,2,4-triazol-3-yl) thiocarboxylate